5-amino-N-{[2-(trifluoromethoxy)phenyl]methyl}-1,3-thiazole-4-carboxamide NC1=C(N=CS1)C(=O)NCC1=C(C=CC=C1)OC(F)(F)F